BrC=1C=CC=2N(C1)C=NC2C=2N(C(=CN2)C)COCC[Si](C)(C)C 2-[6-bromoimidazo[1,5-a]pyridin-1-yl]-5-methyl-1-[[2-(trimethylsilyl)ethoxy]methyl]imidazole